P(=O)(O)(O)C(CC(=O)O)(C)C 3-phosphonoisovaleric acid